CCCSN(C(=O)NC=1C=C2C(=CNC2=CC1)C1CC2CCCCN2CC1)C1=CC=CC=C1 N-(3-propylthio)phenyl-N'-(3-(octahydro-2H-quinolizin-2-yl)-1H-indol-5-yl)urea